(E)-4-((2-((5-((Z)-2-(2-chloro-4-fluorophenyl)-4,4,4-trifluoro-1-(3-fluoro-1H-indazol-5-yl)but-1-en-1-yl)pyridin-2-yl)oxy)ethyl)amino)-N,N-dimethylbut-2-enamide ClC1=C(C=CC(=C1)F)\C(=C(\C=1C=C2C(=NNC2=CC1)F)/C=1C=CC(=NC1)OCCNC/C=C/C(=O)N(C)C)\CC(F)(F)F